2-{[1,3-Dihydroxy-2-(hydroxymethyl)-propan-2-yl]amino}ethane-1-sulfonic acid OCC(CO)(CO)NCCS(=O)(=O)O